[4-[[3-[4-(difluoromethoxy)phenyl]imidazo[1,2-a]pyrazin-8-yl]amino]-2-methylphenyl]-[4-(1,2,4-triazol-4-ylmethyl)piperidin-1-yl]methanone FC(OC1=CC=C(C=C1)C1=CN=C2N1C=CN=C2NC2=CC(=C(C=C2)C(=O)N2CCC(CC2)CN2C=NN=C2)C)F